BrC1=CC=C(C=C1)[C@H](C)O (S)-1-(4-bromophenyl)ethan-1-ol